FC1(C(C2=C(C=CC(=C12)OC1=CC(=CC(=C1)C)F)C(F)(F)F)=O)F 8,8-difluoro-2-(3-fluoro-5-methylphenoxy)-5-trifluoromethylbicyclo[4.2.0]octa-1,3,5-trien-7-one